ClC=1C(=CC(=NC1)OC)C1=CC(=NN1)C(=O)N1CCC(CC1)C(=O)NC1CNCC1 [5-(5-chloro-2-methoxypyridin-4-yl)-1H-pyrazole-3-carbonyl]-N-(pyrrolidin-3-yl)piperidine-4-carboxamide